7-(propargyloxy)coumarin C(C#C)OC1=CC=C2C=CC(OC2=C1)=O